ClC1=C(C=C(C=C1)O)C1=C(C(=NC=2CN(CCC12)C1=C(N=CS1)C)N1CC2(CN(C2)C(C=C)=O)CC1)C#N (M)-4-(2-chloro-5-hydroxyphenyl)-7-(4-methyl-1,3-thiazol-5-yl)-2-(2-(2-propenoyl)-2,6-diazaspiro[3.4]octan-6-yl)-5,6,7,8-tetrahydro-1,7-naphthyridine-3-carbonitrile